COC(C1=CC=C(C=C1)CN1C2=CC=CC=C2C=2CCN(CC12)C(C1=C(C=CC=C1)F)=O)=O 4-[2-(2-fluorobenzoyl)-2,3,4,9-tetrahydro-1H-β-carbolin-9-ylmethyl]-benzoic acid methyl ester